tert-Butyl 2-((((9H-fluoren-9-yl)methoxy) carbonyl)(methyl)amino)-3-(2-(trifluoromethyl)phenyl)propanoate C1=CC=CC=2C3=CC=CC=C3C(C12)COC(=O)N(C(C(=O)OC(C)(C)C)CC1=C(C=CC=C1)C(F)(F)F)C